ClC=1C(=C(C(=CC1)F)NC=1N(C2=NC(=NC=C2N1)N[C@H]1C[C@H]([C@@H](CC1)C)O)C1CCC(CC1)C(=O)N)F (1S,4s)-4-(8-(3-chloro-2,6-difluorophenylamino)-2-((1R,3R,4R)-3-hydroxy-4-methylcyclohexylamino)-9H-purin-9-yl)cyclohexanecarboxamide